C(C)(=O)NC1C(CCCC1)S(=O)(=O)O (+/-)-2-acetylaminocyclohexanesulfonic acid